3-azaspiro[5.5]undecan-9-ylmethanol C1CNCCC12CCC(CC2)CO